((2S,5R)-4-acryloyl-2,5-dimethylpiperazin-1-yl)-1-(2-cyclopropyl-6-(methylsulfonyl)phenyl)-6-fluoro-7-(2-fluoro-6-hydroxyphenyl)pyrido[2,3-d]pyrimidin-2(1H)-one C(C=C)(=O)N1C[C@@H](N(C[C@H]1C)C=1C2=C(N(C(N1)=O)C1=C(C=CC=C1S(=O)(=O)C)C1CC1)N=C(C(=C2)F)C2=C(C=CC=C2O)F)C